NC=1C=C(C=C2C=C(N=CC12)NC(=O)[C@H]1[C@@H](C1)C#N)N1C([C@@H](CC1)O)=O trans-N-(8-amino-6-((R)-3-hydroxy-2-oxopyrrolidin-1-yl)isoquinolin-3-yl)-2-cyanocyclopropanecarboxamide